IC1=CC(=CC=2OCOC21)[N+](=O)[O-] 4-iodo-6-nitrobenzo[d][1,3]dioxolane